6-((1R,2S)-2-Aminocyclohexylamino)-7-fluoro-4-(thiophen-2-yl)-1H-pyrrolo[3,4-c]pyridin-3-one N[C@@H]1[C@@H](CCCC1)NC1=C(C2=C(C(=N1)C=1SC=CC1)C(NC2)=O)F